CC1=C(C=C(C=C1)NC(OC(C)(C)C)=O)NC(C(C)N1C=C(C2=CC(=CC=C12)S(=O)(=O)N1CCCCC1)C)=O tert-butyl N-[4-methyl-3-[2-[3-methyl-5-(1-piperidylsulfonyl)indol-1-yl]propanoylamino]phenyl]carbamate